CC1=CC(=C(C(=C1)Br)[N+]#[C-])Br 2,6-DIBROMO-4-METHYLISOCYANIDE